1-(1,1-difluoroallyl)pyrazolo[4,3-c]Pyridine-6-carboxylic acid methyl ester COC(=O)C1=CC2=C(C=N1)C=NN2C(C=C)(F)F